C(C)OC([C@@H](NC(C)=O)CCO)=O N-acetyl-L-homoserine ethyl ester